C(C1=CC=CC=C1)OC[C@H]1CN(CC=2N1N=C(C2C2=CC=NC=C2)C2=CC=C(C=C2)F)C(=O)OC(C)(C)C |r| tert-butyl (7RS)-7-[(benzyloxy)methyl]-2-(4-fluorophenyl)-3-(pyridin-4-yl)-6,7-dihydropyrazolo[1,5-a]pyrazine-5(4H)-carboxylate